C(C)OC=1C=C(C=CC1OC)C1CC(CC(C1)=O)=O 5-(3-ethoxy-4-methoxyphenyl)-1,3-cyclohexanedione